2-amino-1-cyanomethyl-1H-imidazole-4,5-dicarbonitrile NC=1N(C(=C(N1)C#N)C#N)CC#N